4-((S)-2-(dimethylamino)-3-((S)-3-phenyl-3-(1-(trifluoromethyl)cyclopropyl)propanamido)propyl)-3,5-dimethylbenzamide CN([C@@H](CC1=C(C=C(C(=O)N)C=C1C)C)CNC(C[C@H](C1(CC1)C(F)(F)F)C1=CC=CC=C1)=O)C